CC1=C(C2=C([SiH2]C3=C2C=CC=C3)C=C1)C dimethyl-dibenzosilol